4-[[6-isopropyl-5-(2-methyl-4-pyridinyl)-1H-pyrazolo[4,3-g]isoquinolin-8-yl]oxy]benzoic acid C(C)(C)C=1N=C(C2=CC3=C(C=C2C1C1=CC(=NC=C1)C)C=NN3)OC3=CC=C(C(=O)O)C=C3